O1[C@@H](COCC1)C1=CC=C(C=C1)B1OC(C(O1)(C)C)(C)C (R)-2-(4-(1,4-dioxan-2-yl)phenyl)-4,4,5,5-tetramethyl-1,3,2-dioxaborolane